4-(4-(pyridin-3-yl)butyl)phenol N1=CC(=CC=C1)CCCCC1=CC=C(C=C1)O